ClC1=CC=C(C(=N1)C1=NN(C=N1)C)NC(C)C=1C=2C3=C(N(C(C2C=C(C1)C)=O)C)N(N=C3)C3CCN(CC3)C3COC3 9-(1-((6-chloro-2-(1-methyl-1H-1,2,4-triazol-3-yl)pyridin-3-yl)amino)ethyl)-4,7-dimethyl-3-(1-(oxetan-3-yl)piperidin-4-yl)-3,4-dihydro-5H-pyrazolo[3,4-c]isoquinolin-5-one